4-isobutylphenyl-(p-tolyl)iodonium C(C(C)C)C1=CC=C(C=C1)[I+]C1=CC=C(C=C1)C